C(\C(\C)=C/C(=O)[O-])(=O)OCCCCCC(C)C monoisooctyl citraconate